5-Amino-1-isopropyl-3-(4-(2-((5-isopropylisoxazol-3-yl)amino)-2-oxoethyl)phenyl)-1H-pyrazole-4-carboxamide NC1=C(C(=NN1C(C)C)C1=CC=C(C=C1)CC(=O)NC1=NOC(=C1)C(C)C)C(=O)N